FC1=CC=C(C=C1)C1N(CCC2=CC=CC=C12)S(=O)(=O)C=CC12CCN(CC1)CC2 4-(2-(1-(4-fluorophenyl)-3,4-dihydroisoquinolin-2(1H)-ylsulfonyl)vinyl)quinuclidine